4-[1-(4-fluoro-3-methyl-phenyl)-5-hydroxy-2-tetrahydropyran-4-yl-indol-3-yl]Cyclohexanecarboxylic acid FC1=C(C=C(C=C1)N1C(=C(C2=CC(=CC=C12)O)C1CCC(CC1)C(=O)O)C1CCOCC1)C